OC(=O)C(F)(F)F.ClC=1C=CC(=C(C#N)C1)N1C[C@H]([C@@]2(CC1)C=1C=CC(=NC1CN(C2)C[C@@H]2NC[C@H](C2)O)C2=C(C=CC=C2)OCC)CC 5-chloro-2-[(3'S,5S)-2-(2-ethoxyphenyl)-3'-ethyl-7-[[(2R,4S)-4-hydroxypyrrolidin-2-yl]methyl]spiro[6,8-dihydro-1,7-naphthyridine-5,4'-piperidine]-1'-yl]benzonitrile TFA salt